8a,9,11,12-tetrahydropyrazino[2',1':3,4][1,4]oxazepino[5,6,7-de]quinazoline-10(8H)-carboxylate N1=CN=C2C=CC=C3C2=C1N1C(CO3)CN(CC1)C(=O)[O-]